Cl.OC(COC=1C=C(C=2N(C1)N=CC2C#N)C=2C=CC(=NC2)C=2CCNCC2)(C)C 6-(2-Hydroxy-2-methylpropyloxy)-4-(1',2',3',6'-tetrahydro-[2,4'-bipyridin]-5-yl)pyrazolo[1,5-a]pyridine-3-carbonitrile hydrochloride